(+/-)-6-{[(trans)-4-(3-methanesulfonylphenyl)-2-methylpiperidin-3-yl]methoxy}-2,3-dihydro-1H-isoindol-1-one CS(=O)(=O)C=1C=C(C=CC1)C1C(C(NCC1)C)COC1=CC=C2CNC(C2=C1)=O